FC1=C(C=C(C=C1)CC1=NNC(C2=CC=CC=C12)=O)CN1CCN(CC1)C1=CC=C(C=C1)NC1=NC=C2C(=N1)N(N(C2=O)C)C2=NC=CC=C2 4-[[4-fluoro-3-[[4-[4-[[2-methyl-3-oxo-1-(2-pyridyl)pyrazolo[3,4-d]pyrimidin-6-yl]amino]phenyl]piperazin-1-yl]methyl]phenyl]methyl]-2H-phthalazin-1-one